C([O-])[O-].[Li+].[Li+] lithium carbonite